ClC=1C(=C(C(=O)O)C=CC1)NS(=O)(=O)C1=NN2C(=NC(=CC2=N1)F)OCC 3-chloro-2-(5-ethoxy-7-fluoro[1,2,4]triazolo[1,5-c]pyrimidin-2-ylsulphonamido)benzoic acid